4-[1-(5-chloropyrimidin-2-yl)-4-fluoro-piperidine-4-carbonyl]-3,5-dihydro-2H-pyrido[3,4-f][1,4]oxazepine-9-carbonitrile ClC=1C=NC(=NC1)N1CCC(CC1)(C(=O)N1CCOC2=C(C1)C=NC=C2C#N)F